7-{[dimethyl(oxo)-λ6-sulfanylidene]amino}-4-[4-(4-methoxyphenyl)piperidin-1-yl]-1-methyl-2-oxo-1,2-dihydroquinoline-3-carbonitrile CS(=O)(C)=NC1=CC=C2C(=C(C(N(C2=C1)C)=O)C#N)N1CCC(CC1)C1=CC=C(C=C1)OC